ClC=1C(=NC=C(C1)C(F)(F)F)CCN 3-chloro-2-aminoethyl-5-trifluoromethyl-pyridine